NCCC1N(CCC1)C 2-(2-aminoethyl)-1-methylpyrrolidin